(R)-1-(3-chloro-4-methylphenyl)-N-(3-cyclopropyl-1H-pyrazol-5-yl)-5-oxopyrrolidine-3-carboxamide ClC=1C=C(C=CC1C)N1C[C@@H](CC1=O)C(=O)NC1=CC(=NN1)C1CC1